benzyl (2S,4R)-1-((4-phenoxybutanoyl)glycyl)-4-(o-tolyl)pyrrolidine-2-carboxylate O(C1=CC=CC=C1)CCCC(=O)NCC(=O)N1[C@@H](C[C@@H](C1)C1=C(C=CC=C1)C)C(=O)OCC1=CC=CC=C1